ClC=1C=C2C(=C3C4(NC(NC13)=O)CCCCC4)OC(=C2)C(=O)N2CCC(CC2)C(=O)NC 1-({5'-chloro-7'-oxo-7',8'-dihydro-6'H-spiro[cyclohexane-1,9'-furo[2,3-f]quinazoline]-2'-yl}carbonyl)-N-methylpiperidine-4-carboxamide